C(CCC\C=C\C\C=C\CCCCC)=O (E,E)-5,8-Tetradecadienal